[Br-].C(CCC)N1C=[N+](C=C1)C 1-butyl-3-methylimidazoleium bromide